tert-butyl (E)-(5-(4-(5-((3,4-dimethoxybenzyl)oxy)thiazolo[5,4-b]pyridin-2-yl) but-3-en-1-yn-1-yl)pyrazin-2-yl)(methyl)carbamate COC=1C=C(COC2=CC=C3C(=N2)SC(=N3)/C=C/C#CC=3N=CC(=NC3)N(C(OC(C)(C)C)=O)C)C=CC1OC